2-(2-aminophenyl)-isoindole-1,3-dione NC1=C(C=CC=C1)N1C(C2=CC=CC=C2C1=O)=O